ClC1=CC=C(C=C1)NC1=C(C(=O)OC)C=CC(=C1)C(F)(F)F methyl 2-((4-chlorophenyl) amino)-4-trifluoromethylbenzoate